SC(CC(=O)O)C.SC(CC(=O)O)C.SCCOCCS 2-mercaptoethylether bis(3-mercaptobutyrate)